2,6-bis(4-hydroxybenzyl)phenol OC1=CC=C(CC2=C(C(=CC=C2)CC2=CC=C(C=C2)O)O)C=C1